4-(2-((R)-1-(pyridazin-3-ylmethyl)-3-((R or S)-2-(trifluoromethyl)oxetan-2-yl)pyrrolidin-3-yl)ethyl)benzonitrile N1=NC(=CC=C1)CN1C[C@@](CC1)([C@@]1(OCC1)C(F)(F)F)CCC1=CC=C(C#N)C=C1 |o1:12|